N-[2-(azetidin-3-yl)ethyl]Cyclopropylamine dihydrochloride Cl.Cl.N1CC(C1)CCNC1CC1